N(C1=CC=CC=C1)C(C(=O)O)=O 2-(anilino)-2-oxoacetic acid